C(C)OC1=CC=2N(C=C1C(=O)NC1=CC=C(C=N1)N1CCN(CC1)C(=O)OC(C)(C)C)C=C(N2)C tert-butyl 4-(6-(7-ethoxy-2-methylimidazolo[1,2-a]pyridine-6-carboxamido)pyridin-3-yl)piperazine-1-carboxylate